1-benzyl 2-methyl 2-(3-chloropropyl)-5-(fluoromethyl)pyrrolidine-1,2-dicarboxylate ClCCCC1(N(C(CC1)CF)C(=O)OCC1=CC=CC=C1)C(=O)OC